ClC1=NC=C(C(=C1)C1=C(C=NC(=C1)C)C(=O)NC1=NN=C(S1)C1CCC(CC1)C(=O)OC)OC methyl (1s,4s)-4-(5-(2'-chloro-5'-methoxy-6-methyl-(4,4'-bipyridine)-3-carboxamido)-1,3,4-thiadiazol-2-yl)cyclohexane-1-carboxylate